N-(3,5-dihydroxybenzoyl)3-carboxy-2,5-dihydroxybenzamide OC=1C=C(C(=O)NC(C2=C(C(=CC(=C2)O)C(=O)O)O)=O)C=C(C1)O